CC1=C(C=CC(=C1)C)C1CC=2C(OC(C2CC1)=O)OC 5-(2,4-dimethylphenyl)-3-methoxy-4,5,6,7-tetrahydroisobenzofuran-1(3H)-one